CNS(=O)(=O)C=1C=NC(=C(C1)C=1N=CN(C1)C)NC1=CC(=CC=C1)C(F)(F)F N-methyl-5-(1-methylimidazol-4-yl)-6-[3-(trifluoromethyl)anilino]pyridine-3-sulfonamide